C(CCCCC)[N+](C)(C)C Hexyltrimethylammonium